NC(C(CCOC=1C(=C(C=CC1F)C1=CC=2N(C=C1)N=C(N2)N(C(OC(C)(C)C)=O)C(=O)OC(C)(C)C)F)(F)F)(C)C2=CC=C(C=C2)F tert-butyl (7-(3-((4-amino-3,3-difluoro-4-(4-fluorophenyl)pentyl)oxy)-2,4-difluorophenyl)-[1,2,4]triazolo[1,5-a]pyridin-2-yl)(tert-butoxycarbonyl)carbamate